C1CC12CN(CC2)[C@H](C)C2=CC(=NC(=C2)C2CC2)C(=O)NC2=CC(=CC=C2)C2(COC2)[C@H](C2=NN=CN2C)F 4-((R)-1-(5-azaspiro[2.4]heptan-5-yl)ethyl)-6-cyclopropyl-N-(3-(3-((R)-fluoro(4-methyl-4H-1,2,4-triazol-3-yl)methyl)oxetan-3-yl)phenyl)-picolinamide